[N+](=O)([O-])C=1C=CC(=NC1)CCCC=1OC=CN1 (3-(5-nitropyridin-2-yl)propyl)oxazole